BrC1=CC=C(C(=N1)NS(=O)(=O)C1=CC(=CC=C1)C(F)(F)F)F N-(6-bromo-3-fluoropyridin-2-yl)-3-(trifluoromethyl)benzenesulfonamide